4-Chloro-5-(methylsulfonyl)-2-nitrophenol ClC1=CC(=C(C=C1S(=O)(=O)C)O)[N+](=O)[O-]